C(#N)C1=CC(=C(C=C1)COC1=CC=CC(=N1)C1CCN(CC1)CC=1N(C2=C(N1)C(=CC(=C2)C(=O)OC)C2=NN(C=C2)C)C[C@H]2OCC2)F methyl 2-[[4-[6-[(4-cyano-2-fluoro-phenyl)methoxy]-2-pyridyl]-1-piperidyl]methyl]-7-(1-methylpyrazol-3-yl)-3-[[(2S)-oxetan-2-yl]methyl]benzimidazole-5-carboxylate